6-chloro-3-nitropyridine-2-carbonitrile ClC1=CC=C(C(=N1)C#N)[N+](=O)[O-]